[C@H]12OC[C@H](N(C1)C[C@@H](C1=NC=CC(=C1)S(=O)(=O)C1CC1)NC(=O)C=1SC(=CN1)C1=NC(=CN=C1)OCC)C2 N-((S)-2-((1R,4R)-2-oxa-5-azabicyclo[2.2.1]heptan-5-yl)-1-(4-(cyclopropanesulfonyl)pyridin-2-yl)ethyl)-5-(6-ethoxypyrazin-2-yl)thiazole-2-carboxamide